C(C1=CC=CC=C1)NC(=O)C([C@H](C[C@H]1C(NCC1)=O)NC(=O)[C@H]1N(CCC1)C(=O)OC(C)(C)C)O tert-butyl (2S)-2-[[(2S)-1-(benzylcarbamoyl)-1-hydroxy-3-[(3S)-2-oxopyrrolidin-3-yl]propan-2-yl]carbamoyl]pyrrolidine-1-carboxylate